4,8-dimercaptomethyl-1,11-dimercapto-3,6,9-triThiaundecane SCC(SCCS)CSCC(SCCS)CS